CC1=CC(=NC=N1)C1=CC(=NN1)C(=O)N1C2(CC2)C[C@H](CC1)C(=O)O (7S)-4-[5-(6-methylpyrimidin-4-yl)-1H-pyrazole-3-carbonyl]-4-azaspiro[2.5]octane-7-carboxylic acid